C1(CC1)C=1C(=NC=CC1)OCC(C)(C)NC(=O)C1[C@H]2[C@H](N[C@@H]([C@@H]12)C)C (1R,2R,4R,5S,6R)-N-(1-((3-cyclopropylpyridin-2-yl)oxy)-2-methylpropan-2-yl)-2,4-dimethyl-3-azabicyclo[3.1.0]hexane-6-carboxamide